2-(2-(1-(Cyclopropylsulfonyl)-1H-pyrazol-4-yl)pyrimidin-4-yl)-5-(1-(difluoromethyl)-1H-pyrazol-3-yl)-N4-(1,1-difluoropropan-2-yl)pyridine-2,4-diamine C1(CC1)S(=O)(=O)N1N=CC(=C1)C1=NC=CC(=N1)C1(NC=C(C(=C1)NC(C(F)F)C)C1=NN(C=C1)C(F)F)N